2-ETHYLBUTYRIC ACID C(C)C(C(=O)O)CC